7-Methyl-3'-pivaloyl-guanosine 5'-diphosphate P(O)(=O)(OP(=O)(O)O)OC[C@@H]1[C@]([C@H]([C@@H](O1)N1C=[N+](C=2C(=O)NC(N)=NC12)C)O)(O)C(C(C)(C)C)=O